1-N-Methyl-Pseudouridine CN1C=C([C@H]2[C@H](O)[C@H](O)[C@@H](CO)O2)C(NC1=O)=O